CS(=O)(=O)N1N=CC=C1 N-methylsulfonylpyrazole